COCC1CO1 3-methoxypropyleneoxide